C(C)(C)(C)OC(=O)N1C([C@@]2(C3=CC(=CC=C13)OC)[C@@H](C2)C2=CC=C1C(=NN(C1=C2)C(=O)OC(C)(C)C)NC2=CC=CC=1CCOC12)=O (1r,2s)-2-[1-(tert-butoxycarbonyl)-3-(2,3-dihydro-1-benzofuran-7-ylamino)indazol-6-yl]-5'-methoxy-2'-oxospiro[cyclopropane-1,3'-indole]-1'-carboxylic acid tert-butyl ester